N-[3-(p-propylbenzenesulfonyloxy)phenyl]-N'-[4-(p-propylbenzenesulfonyloxy)phenyl]urea C(CC)C1=CC=C(C=C1)S(=O)(=O)OC=1C=C(C=CC1)NC(=O)NC1=CC=C(C=C1)OS(=O)(=O)C1=CC=C(C=C1)CCC